ClC1=C(C=C(C=C1)F)CC(=O)C1=C(C=C(C=C1F)F)F 2-(2-chloro-5-fluorophenyl)-1-(2,4,6-trifluorophenyl)ethanone